BrC1=CC(=NN1CC1COC1)C 5-bromo-3-methyl-1-[(oxetan-3-yl)methyl]-1H-pyrazole